C(=O)(OCC1=CC=CC=C1)N[C@H](C(C)C)C(=O)O cbz-D-valine